N-(3-(difluoromethyl)phenyl)-2,3,6,6-tetramethyl-4-oxo-2,4,5,6,7,8-hexahydropyrrolo[3,4-c]azepine-1-carboxamide FC(C=1C=C(C=CC1)NC(=O)C=1N(C(=C2C(NC(CCC21)(C)C)=O)C)C)F